3-((S)-6-(methoxycarbonyl)-7-methyl-3-((trans)-4-(methylsulfonyl)cyclohexyl)-6,7,8,9-tetrahydro-3H-imidazo[4,5-f]quinolin-2-yl)-2-phenylpropanoic acid COC(=O)N1[C@H](CCC2=C3C(=CC=C12)N(C(=N3)CC(C(=O)O)C3=CC=CC=C3)[C@@H]3CC[C@H](CC3)S(=O)(=O)C)C